FC(C1=NN=C(S1)C1=CN=C2N1C=C(C=C2N2C[C@H](OC[C@H]2C)CO)S(=O)(=O)NC2(CC2)C)F |o1:18,21| rel-3-(5-(difluoromethyl)-1,3,4-thiadiazol-2-yl)-8-((2S,5R)-2-(hydroxymethyl)-5-methylmorpholino)-N-(1-methylcyclopropyl)imidazo[1,2-a]pyridine-6-sulfonamide